FC=1C(=NC=C(C1C=1CC(CNCC1)O)OC)NC1=NC(=CC(=C1)NC)C 5-[3-fluoro-5-methoxy-2-[[6-methyl-4-(methylamino)-2-pyridyl]amino]-4-pyridyl]-2,3,4,7-tetrahydro-1H-azepin-3-ol